CC1=CC=C(S1)C=O 5-methyl-2-thiophenal